1,4-divinyl-2,3,5,6-tetramethylbenzene C(=C)C1=C(C(=C(C(=C1C)C)C=C)C)C